Cl.C1N(CCC2=CC=CC=C12)[C@H]1[C@@H](CN(CC1)C(=O)C1=CC(=NC(=N1)SC(C)C)NC1CCN(CC1)C(C)=O)O 1-(4-((6-((3r,4r)-4-(3,4-dihydroisoquinolin-2(1H)-yl)-3-hydroxypiperidin-1-carbonyl)-2-(isopropylsulfanyl)pyrimidin-4-yl)amino)piperidin-1-yl)ethan-1-one hydrochloride